tert-Butyl (3R)-3-{[5-(2,4-dichlorophenyl)-1-trityl-1H-indazol-3-yl]carbamoyl}piperidine-1-carboxylate ClC1=C(C=CC(=C1)Cl)C=1C=C2C(=NN(C2=CC1)C(C1=CC=CC=C1)(C1=CC=CC=C1)C1=CC=CC=C1)NC(=O)[C@H]1CN(CCC1)C(=O)OC(C)(C)C